tert-Butyl 11,11-difluoro-8-{[(methanesulfonyl)oxy]methyl}-1,3,4,7,8,9,10,11-octahydro-2H-pyrido[4',3':3,4]pyrazolo[1,5-a]azepine-2-carboxylate FC1(C=2N(CC(CC1)COS(=O)(=O)C)N=C1C2CN(CC1)C(=O)OC(C)(C)C)F